C[C@H](/C=C/[C@H](C)C(C)C)[C@H]1CC[C@@H]2[C@@]1(CC[C@H]3C2=CC=C4[C@@]3(CC[C@@H](C4)O)C)C The molecule is a phytosterol consisting of ergostane having double bonds at the 5,6-, 7,8- and 22,23-positions as well as a 3beta-hydroxy group. It has a role as a fungal metabolite and a Saccharomyces cerevisiae metabolite. It is a 3beta-sterol, an ergostanoid and a member of phytosterols.